COC(=O)C1(CN(C1)C(=O)OC(C)(C)C)C1=C(C=NC2=CC(=C(C=C12)Br)F)[N+](=O)[O-] 3-(6-bromo-7-fluoro-3-nitroquinolin-4-yl)azetidine-1,3-dicarboxylic acid 1-(tert-butyl) 3-methyl ester